CC=1C(=NC=NC1C)N1CCN(CC1)CC=1OC2=C(N1)C=CC(=C2)C(F)(F)F ((4-(5,6-dimethylpyrimidin-4-yl)piperazin-1-yl)methyl)-6-(trifluoromethyl)benzo[d]oxazole